5-(8-(2-azabicyclo[3.2.1]octan-2-yl)imidazo[1,2-b]pyridazin-6-yl)pyrimidine-2,4(1H,3H)-dione C12N(CCC(CC1)C2)C=2C=1N(N=C(C2)C=2C(NC(NC2)=O)=O)C=CN1